C(C)(=O)NC(=O)C1CCNCC1 N-acetyl-4-piperidinamide